6-(4-(1-(tert-butyl)-3-(4-chloro-3-fluorophenyl)-1H-pyrrolo[2,3-b]pyridine-6-carbonyl)-2-(methoxymethyl)piperazin-1-yl)-2,4-dimethylnicotinic acid C(C)(C)(C)N1C=C(C=2C1=NC(=CC2)C(=O)N2CC(N(CC2)C2=NC(=C(C(=O)O)C(=C2)C)C)COC)C2=CC(=C(C=C2)Cl)F